4-{2-[5-(1,3-benzodioxol-5-yl)thiophen-2-yl]ethyl}-2,4-dihydro-3H-1,2,4-triazol-3-one O1COC2=C1C=CC(=C2)C2=CC=C(S2)CCN2C(NN=C2)=O